7-(1-propenoylazetidin-3-yl)-2-(4-(2-methoxyphenoxy)phenyl)-1H-imidazo[1,2-b]pyrazole-3-carboxamide C(C=C)(=O)N1CC(C1)C1=C2N(N=C1)C(=C(N2)C2=CC=C(C=C2)OC2=C(C=CC=C2)OC)C(=O)N